1-trimethylsiloxyethylene C[Si](OC=C)(C)C